2-(5-(cyclopropylmethyl)-3-(3'-(dimethylamino)-6-fluoro-[1,1'-biphenyl]-3-yl)-4-(3-fluoro-4-sulfamoylbenzyl)-1H-pyrazol-1-yl)thiazole-4-carboxylic acid C1(CC1)CC1=C(C(=NN1C=1SC=C(N1)C(=O)O)C=1C=C(C(=CC1)F)C1=CC(=CC=C1)N(C)C)CC1=CC(=C(C=C1)S(N)(=O)=O)F